N[C@@H](C(=O)NC1=C(C(=C(C=C1)C1=C2C(=NC=C1)NC=C2)C)F)C(C)(C)C (2R)-2-Amino-N-[2-fluoro-3-methyl-4-(1H-pyrrolo[2,3-b]pyridin-4-yl)phenyl]-3,3-dimethyl-butanamide